C(C)(=O)O.C(C)(=O)O.C1(=CC=CC=C1)I phenyl iodide diacetate